CC1=CC=C(C=C1)S(=O)(=O)O.CC1=CC=C(C=C1)S(=O)(=O)O.N[C@H](C(=O)ON1CC2=CC=CC=C2C=C1)C(C)C Isoquinolin-2-yl (S)-2-amino-3-methylbutanoate bis(4-methylbenzenesulfonate)